3-Methylpyrazole-4-boronic acid pinacol ester CC1=NNC=C1B1OC(C)(C)C(C)(C)O1